(7-methoxy-4-(1-methyl-3-phenyl-1H-pyrazol-4-yl)quinazolin-6-yl)-5-methylnicotinamide COC1=C(C=C2C(=NC=NC2=C1)C=1C(=NN(C1)C)C1=CC=CC=C1)C1=C(C(=O)N)C=C(C=N1)C